BrCCCCCOC(C(=C)C)=O.BrC1=CC=C(C=C1)C(=O)N1C[C@H]([C@@H](CC1)N1CC2=CC=CC=C2CC1)O trans-(4-bromophenyl)(4-(3,4-dihydroisoquinolin-2(1H)-yl)-3-hydroxypiperidin-1-yl)methanone bromopentanyl-methacrylate